4-(4-aminophenoxy)-3-methoxybenzenamine NC1=CC=C(OC2=C(C=C(C=C2)N)OC)C=C1